C(C=C)(=O)N1CC(CC1)C=1C=C(N2C=NC=CC21)C2=CC(=C(C(=O)NC1=NC=CC=C1)C=C2)Cl 4-(5-(1-propenoylpyrrolidin-3-yl)pyrrolo[1,2-c]pyrimidin-7-yl)-2-chloro-N-(pyridin-2-yl)benzamide